NC1=CC(=C(CCN(CCNC)C)C=C1[N+](=O)[O-])Cl N1-(4-amino-2-chloro-5-nitrophenethyl)-N1,N2-dimethylethane-1,2-diamine